COC1=CC=C(CN2C(=NC3=C(C2=O)C(=C(N=C3)S(=O)(=O)N3CCN(CC3)C)C#N)C)C=C1 3-(4-methoxybenzyl)-2-methyl-6-((4-methylpiperazin-1-yl)sulfonyl)-4-oxo-3,4-dihydropyrido[3,4-d]Pyrimidine-5-carbonitrile